3-(3,4-difluorophenyl)-1H-pyrazole FC=1C=C(C=CC1F)C1=NNC=C1